2-chloro-4,6-bis(4-n-butylamino-2,2,6,6-tetra-methylpiperidyl)-1,3,5-triazine ClC1=NC(=NC(=N1)N1C(CC(CC1(C)C)NCCCC)(C)C)N1C(CC(CC1(C)C)NCCCC)(C)C